methylimidazolium disulfosuccinate S(=O)(=O)(O)C(C(C(=O)[O-])S(=O)(=O)O)C(=O)[O-].CC=1NC=C[NH+]1.CC=1NC=C[NH+]1